FC1=CC=CC=2C(=N[C@@H](C(NC21)=O)NC(=O)C=2C(=NN1C2OCCC1)C=1C=NN(C1)CC1(COC1)C)C1=CC=CC=C1 N-[(3S)-9-fluoro-2-oxo-5-phenyl-1,3-dihydro-1,4-benzodiazepin-3-yl]-2-[1-[(3-methyloxetan-3-yl)methyl]pyrazol-4-yl]-6,7-dihydro-5H-pyrazolo[5,1-b][1,3]oxazine-3-carboxamide